C(C)OC(=O)C=1N=C(N(C1)C)C1=CC=C(C=C1)C(F)(F)F 1-methyl-2-[4-(trifluoromethyl)phenyl]-1H-imidazole-4-carboxylic acid ethyl ester